tert-Butyl 3-[5-[3-(trifluoromethyl)azetidin-1-yl]-2-pyridyl]azetidine-1-carboxylate FC(C1CN(C1)C=1C=CC(=NC1)C1CN(C1)C(=O)OC(C)(C)C)(F)F